imidazolium bis(trifluoromethylsulfonyl)imide [N-](S(=O)(=O)C(F)(F)F)S(=O)(=O)C(F)(F)F.N1C=[NH+]C=C1